O=C1CCN(CC1)C1CC2(C1)CC(C2)C(=O)OC methyl 2-(4-oxo-1-piperidyl)spiro[3.3]heptane-6-carboxylate